4-tert-butyl-1,2-phenylenediamine C(C)(C)(C)C1=CC(=C(C=C1)N)N